(sulfonatophenylazo) naphthoate C1(=CC=CC2=CC=CC=C12)C(=O)ON=NC1=C(C=CC=C1)S(=O)(=O)[O-]